1-phenyl-1H-pyrazole-3-boronic acid pinacol ester C1(=CC=CC=C1)N1N=C(C=C1)B1OC(C)(C)C(C)(C)O1